2-methyl-1H-benzo[d]imidazole-4-carboxylic acid CC1=NC2=C(N1)C=CC=C2C(=O)O